ClC1=CC=C(N=N1)NC1(CCCCC1)O (6-Chloropyridazin-3-ylamino)cyclohexan-1-ol